C(C)N(C1=CC=C(C=C1)C(NC1=NC=CC=C1)C1=CC=C2C=CC(=NC2=C1OC(C)C)C)CC N-((4-Diethylaminophenyl)(8-isopropoxy-2-methylquinolin-7-yl)methyl)pyridin-2-amine